((4-nitrophenyl)sulfonyl)piperazin-2-one [N+](=O)([O-])C1=CC=C(C=C1)S(=O)(=O)N1C(CNCC1)=O